CN1C(=NC(=C1)C)CCC 1,4-dimethyl-2-propylimidazole